3-(3H-[1,2,3]triazolo[4,5-b]pyridin-5-yl)-N-(3-fluoro-4-((pyridin-2-ylmethoxy)methyl)phenyl)benzamide N1=NNC2=NC(=CC=C21)C=2C=C(C(=O)NC1=CC(=C(C=C1)COCC1=NC=CC=C1)F)C=CC2